(±)-(3aR,12bR)-9,10-difluoro-3-methyl-2,3,3a,4,5,12b-hexahydropyrrolo[3',2':3,4]pyrido[2,1-b]quinazolin-7(1H)-one FC=1C=C2C(N3C(=NC2=CC1F)[C@H]1[C@@H](CC3)N(CC1)C)=O |r|